N-(6-aminopyridin-3-yl)cyclopropanecarboxamide NC1=CC=C(C=N1)NC(=O)C1CC1